N1=CN=C2N=CNC2=C1N[C@@H]1[C@H]([C@@H]([C@H]([C@@H](O1)CO)NC(C(C)(C)NC(OC(C)(C)C)=O)=O)O)O tert-butyl (1-(((2R,3R,4R,5S,6S)-6-((7H-purin-6-yl)amino)-4,5-dihydroxy-2-(hydroxymethyl)tetrahydro-2H-pyran-3-yl)amino)-2-methyl-1-oxopropan-2-yl)carbamate